ethyl-3-hydroxy-4H-pyran-4-one tert-butyl-4-amino-3,3-difluoropiperidine-1-carboxylate C(C)(C)(C)OC(=O)N1CC(C(CC1)N)(F)F.C(C)C=1OC=CC(C1O)=O